ClC(C=1OCCN1)(Cl)Cl 2-(trichloromethyl)-4,5-dihydrooxazol